CC=1C=C(C=NC1C(F)(F)F)OCC1CCN(CC1)C(=O)N1C[C@@H]2[C@@H](OCC(N2)=O)CC1 (4aR,8aS)-6-[4-[[5-Methyl-6-(trifluoromethyl)pyridin-3-yl]oxymethyl]piperidine-1-carbonyl]-4,4a,5,7,8,8a-hexahydropyrido[4,3-b][1,4]oxazin-3-one